C=1(C(=CC=CC1)C(=O)[O-])C(=O)OCC(CCCC)CC 1,2-Benzenedicarboxylic acid, mono(2-ethylhexyl) ester